2,6-dimethyl-2,6-undecadiene-8-ol CC(C)=CCCC(=CC(CCC)O)C